3-iodo-2-methyl-6,7-dihydro-5H-cyclopenta[b]pyridin-4-amine IC=1C(=C2C(=NC1C)CCC2)N